C1(CC(CCC1)C(=O)[O-])C(=O)OC 1,3-cyclohexanedicarboxylic acid, 1-methyl ester